ClC=1C=C(C2=NS(CCN2C1)(=O)=O)C1=CC=C(C=C1)OC1CCCCC1 7-chloro-9-[4-(cyclohexyloxy)phenyl]-3,4-dihydropyrido[2,1-c][1,2,4]thiadiazine 2,2-dioxide